C(C1=CC=CC=C1)N1CC=2C(N=C3N(C2CC1)CCN3CC3=CC1=CC=CC=C1C=C3)=O 7-benzyl-3-(2-naphthylmethyl)-2,3,6,7,8,9-hexahydroimidazo[1,2-a]pyrido[3,4-e]pyrimidin-5(1H)-one